C(C)(C)OC1=CN=CC=N1 6-isopropoxypyrazin